O1CCC(CC1)CN1C[C@@H]2[C@H](C1)CC(C2)NC2=CC=C(N=N2)C2=CC=C(C=C2)NC(=O)C2CC2 N-(4-(6-(((3aR,5s,6aS)-2-((tetrahydro-2H-pyran-4-yl)methyl)octahydrocyclopenta[c]pyrrol-5-yl)amino)pyridazin-3-yl)phenyl)cyclopropanecarboxamide